FC(C=1C(=NC=CC1)OCCC(=O)N)(F)F 3-((3-(trifluoromethyl)pyridin-2-yl)oxy)propanamide